C(C1=CC=CC=C1)N1C[C@@](CC1)([C@H]1N(CCC1)C)C (2S,3'R)-1'-benzyl-1,3'-dimethyl-2,3'-bipyrrolidine